O[C@H]1C[C@@H](CCC1)N1C(C2(C3=C1N=C(N=C3)NC=3C(=NNC3)O[C@@H]3COCC3)CC2)=O 7'-((1R,3R)-3-hydroxycyclohexyl)-2'-((3-(((S)-tetrahydrofuran-3-yl)oxy)-1H-pyrazol-4-yl)amino)spiro[cyclopropane-1,5'-pyrrolo[2,3-d]pyrimidin]-6'(7'H)-one